FC1=CC2=C(C(=NO2)C2CCN(CC2)CCNCCC)C=C1 N-{2-[4-(6-fluoro-1,2-benzisoxazol-3-yl)piperidin-1-yl]ethyl}propan-1-amine